4-bromo-1-(4-fluorophenyl)-5-(trifluoromethyl)-1H-pyrazole BrC=1C=NN(C1C(F)(F)F)C1=CC=C(C=C1)F